FC(C1=CC=C(C=C1)S(=O)(=O)N1C2=C(SCC1)C(=CN=C2)C2=CC=C(C#N)C=C2)(F)F 4-(4-((4-(trifluoromethyl)phenyl)sulfonyl)-3,4-dihydro-2H-pyrido[4,3-b][1,4]thiazin-8-yl)benzonitrile